5-ethyl-1H-imidazole-4-carboxylic acid methyl ester COC(=O)C=1N=CNC1CC